CN(C)CC=1C=CC(NC1)=O 5-((dimethylamino)methyl)pyridin-2(1H)-one